CN1C2=CC=CC=C2C(=C1O)N=NC(=S)N N-methylisatin β-thiosemicarbazone